CC1(O[C@@H]2[C@H](O1)[C@H](C[C@@H]2O)C2=CC=CC=C2)C (3aS,4S,6R,6aR)-2,2-dimethyl-6-phenyl-tetrahydro-3aH-cyclopenta[d][1,3]dioxol-4-ol